BrC=1C=CC(=NC1)C1(CC(C1)(F)F)N1N=NC(=C1)C=1C=NC=C(C1)C1CC1 5-bromo-2-(1-(4-(5-cyclopropylpyridin-3-yl)-1H-1,2,3-triazol-1-yl)-3,3-difluorocyclobutyl)pyridine